CN(C/C=C/CN1CC(C1)(F)COC(=O)N1CCC(CC1)NC1=CC(=NC=2N1N=CC2C(C)C)C2CCOCC2)C (E)-(1-(4-(dimethylamino)but-2-enyl)-3-fluoroazetidine-3-yl)methyl-4-((3-isopropyl-5-(tetrahydro-2H-pyran-4-yl)pyrazolo[1,5-a]pyrimidin-7-yl)amino)piperidine-1-carboxylate